NCCN1C[C@@H](CC1)O (3R)-1-(2-aminoethyl)pyrrolidin-3-ol